4-(5-phenylthiophene-2-yl)benzene-1,3-diol C1(=CC=CC=C1)C1=CC=C(S1)C1=C(C=C(C=C1)O)O